(4E)-4-decenal C(CC\C=C\CCCCC)=O